NC1=NC(N(C=C1F)[C@H]1[C@H]([C@@H]([C@@](O1)(CCl)COP(=O)(OC1=CC=CC=C1)NC(C(=O)OC(C)C)(C)C)O)F)=O isopropyl 2-(((((2R,3R,4S,5R)-5-(4-amino-5-fluoro-2-oxopyrimidin-1(2H)-yl)-2-(chloromethyl)-4-fluoro-3-hydroxytetrahydrofuran-2-yl)methoxy)(phenoxy)phosphoryl)amino)-2-methylpropanoate